C(CCC)B1O[C@@H]([C@H](O1)C(=O)N(C)C)C(=O)N(C)C (4S,5S)-2-butyl-N4,N4,N5,N5-tetramethyl-1,3,2-dioxaborolane-4,5-dicarboxamide